[N+](=O)([O-])C1=C(C(=O)[O-])C=CC=C1 2-nitrObenzOat